ClC1=C(C(=C(C(=O)NC2=CC(=NC=C2C)C(=O)OC)C(=C1)OC1=C(C=C(C=C1)OC(F)(F)F)OC)F)C Methyl 4-[[4-chloro-2-fluoro-6-[2-methoxy-4-(trifluoromethoxy)phenoxy]-3-methylbenzoyl]amino]-5-methyl-pyridine-2-carboxylate